2-cyclohexanedimethanamine C1(C(CCCC1)CN)CN